ClC=1C(=NC=CC1C1=C(C(=NC=C1)C1=CC(=C(C=C1)CNC[C@@H]1CCC(N1)=O)OC)Cl)C1=CC(=C(C=C1)CNC[C@H]1CCC(N1)=O)OC (5R,5'S)-5,5'-(((((3,3'-dichloro-[4,4'-bipyridine]-2,2'-diyl)bis(2-methoxy-4,1-phenylene))bis(methylene))bis(azanediyl))bis(methylene))bis(pyrrolidin-2-one)